1,2-di-p-toluenesulfonyloxyethane CC1=CC=C(C=C1)S(=O)(=O)OCCOS(=O)(=O)C1=CC=C(C)C=C1